2-(2,2-Dimethylmorpholino)-N-methyl-N-(6-methyl-2-((4aS,5aR)-5a-methyl-1,4,4a,5,5a,6-hexahydrocyclopropa[f]indazol-3-yl)-1H-benzo[d]imidazol-5-yl)acetamide CC1(OCCN(C1)CC(=O)N(C1=CC2=C(NC(=N2)C2=NNC=3C[C@@]4([C@H](CC23)C4)C)C=C1C)C)C